ClC1=NC(=C2C(=N1)N(N=C2)[C@H]2[C@@H]([C@@H]([C@H](O2)COC(COCC2CC2)(C)P(O)(O)=O)O)O)NC2CCCC2 (2-(((2R,3S,4R,5R)-5-(6-chloro-4-(cyclopentylamino)-1H-pyrazolo[3,4-d]pyrimidin-1-yl)-3,4-dihydroxytetrahydrofuran-2-yl)methoxy)-1-(cyclopropylmethoxy)propan-2-yl)phosphonic acid